C1C(CCC2CCC(CC12)C(=O)O)C(=O)O decahydro-2,7-naphthalenedicarboxylic acid